FC1=C(C=C(C=C1)C=1C=C2C(=NC1)N(C(N2CC=2N=NC=CC2)=O)C)C 6-(4-fluoro-3-methyl-phenyl)-3-methyl-1-(pyridazin-3-ylmethyl)imidazo[4,5-b]pyridin-2-one